BrC1=C(C=C(C=C1)F)C=1C(=C(C(=C(C1)OC)O)O)C=O 2'-bromo-5'-fluoro-3,4-dihydroxy-5-methoxy-[1,1'-biphenyl]-2-carbaldehyde